3-[(4-Bromo-2,5-dimethyl-phenyl)methylene]-1-(3-fluoropropyl)azetidine BrC1=CC(=C(C=C1C)C=C1CN(C1)CCCF)C